FC=1C=C(C=CC1F)N1N=C2N(C1=O)[C@@H](CC2)C2=CC(=CC(=C2)F)F (S)-2-(3,4-difluorophenyl)-5-(3,5-difluorophenyl)-2,5,6,7-tetrahydro-3H-pyrrolo[2,1-c][1,2,4]triazol-3-one